1,1'-(3,3'-Difluoro[2,2'-bithiophene]-5,5'-diyl)bis[1,1,1-trimethylstannane] FC1=C(SC(=C1)[Sn](C)(C)C)C=1SC(=CC1F)[Sn](C)(C)C